3-amino-4-(isopropylamino)benzoic acid NC=1C=C(C(=O)O)C=CC1NC(C)C